O=C1N(C(OC1)C=1C=C(C=CC1)NC(=O)NCCCC1=CC=CC=C1)C1=CC=CC=C1 1-(3-(4-oxo-3-phenyloxazolidin-2-yl)phenyl)-3-(3-phenylpropyl)urea